CNC(=O)C=1NC(=CC1O[C@@H](C)C1=CC=CC=C1)C=1NC(=CN1)C (S)-N-methyl-5-(5-methyl-1H-imidazol-2-yl)-3-(1-phenylethoxy)-1H-pyrrole-2-carboxamide